C1(=CC=C(C=C1)C(CCC)=O)C1=CC=CC=C1 1-(biphenyl-4-yl)-1-butanone